(S)-N-(5-(2-(ethylthio)nicotinamido)-1-(5-(naphthalen-2-yl)-1H-imidazol-2-yl)pentyl)thiazole-5-carboxamide C(C)SC1=C(C(=O)NCCCC[C@@H](C=2NC(=CN2)C2=CC3=CC=CC=C3C=C2)NC(=O)C2=CN=CS2)C=CC=N1